C(#N)[C@@]1(CC12CC2)C=2C=C1C=C(N=CC1=CC2)NC(=O)[C@@H]2CC(OCC2)(C)C (S)-N-(6-((R)-1-cyanospiro[2.2]pentan-1-yl)isoquinolin-3-yl)-2,2-dimethyltetrahydro-2H-pyran-4-carboxamide